(Z)-8-Tridecenyl acetate C(C)(=O)OCCCCCCC\C=C/CCCC